3-[N-[3-[(dimethylamino)methyl]phenyl]-C-phenylcarbonimidoyl]-2-hydroxy-N,N-dimethyl-1H-indole-6-carboxyamide CN(C)CC=1C=C(C=CC1)N=C(C1=CC=CC=C1)C1=C(NC2=CC(=CC=C12)CC(=O)N(C)C)O